C(C)NC1=CC=NC=N1 6-(ethylamino)pyrimidin